(1R,2R,3aS,10aR)-1-[(1E,3ξ,4R)-4-(2,4-difluorophenyl)-3-hydroxy-1-penten-1-yl]-5-fluoro-2-hydroxy-2,3,3a,9,10,10a-hexahydro-1H-benzo[b]cyclopenta[f]oxepin-6-carboxylic acid FC1=C(C=CC(=C1)F)[C@H](C(/C=C/[C@H]1[C@@H](C[C@H]2[C@@H]1CCC1=C(O2)C(=C(C=C1)C(=O)O)F)O)O)C